C(C)(C)(C)C1(CC=C(C(=O)N(CC=C(C)C)C#N)C=C1)C 4-tert-butyl-N-cyano-4-methyl-N-(3-methylbut-2-en-1-yl)benzamide